N-(4,5-BISMETHANESULFONYL-2-METHYLBENZOYL)GUANIDINE HYDROCHLORIDE Cl.CS(=O)(=O)C1=CC(=C(C(=O)NC(=N)N)C=C1S(=O)(=O)C)C